CC1(C(CC1)(O)C1=CC=2C(=NC(=CC2)C2=CC=3C(N=C2)=NN(C3)C)S1)C 2,2-dimethyl-1-(6-(2-methyl-2H-pyrazolo[3,4-b]pyridin-5-yl)thieno[2,3-b]pyridin-2-yl)cyclobutanol